ClC1=C(C=C(C=C1)NC(=O)C1=NC=CC(=C1)C(C)(C)C#N)C1=CC2=C(N=C(N=C2)NC2COC2)N2C1=NCC2 N-(4-chloro-3-(2-(oxetan-3-ylamino)-8,9-dihydroimidazo[1',2':1,6]pyrido[2,3-d]pyrimidin-6-yl)phenyl)-4-(2-cyanoprop-2-yl)pyridineamide